C(C)(=O)CCCCCCCCCCCCCCCCCCO acetylstearyl alcohol